(7-((2S,3R,4S,5R)-5-cyano-3,4-dihydroxy-5-(hydroxymethyl)tetrahydrofuran-2-yl)-4-iminopyrrolo[2,1-f][1,2,4]triazin-3(4H)-yl)methyl isobutyrate C(C(C)C)(=O)OCN1C=NN2C(C1=N)=CC=C2[C@@H]2O[C@@]([C@H]([C@H]2O)O)(CO)C#N